NCCC[Si](OCC)(OCC)OCC (3-aminopropyl)(triethoxy)silane